FC1(CCN(CC1)C1=NC=2C(=CC(=CC2C=2N1C=NN2)C)C(C)=O)F 1-(5-(4,4-difluoropiperidin-1-yl)-9-methyl-[1,2,4]triazolo[4,3-c]quinazolin-7-yl)ethan-1-one